ClC1=CC=C(C=N1)CNC1=CC=C(C(=N1)N1CCCC1)NC(CC(C)(C)C)=O N-{6-[(6-Chloro-pyridin-3-ylmethyl)-amino]-2-pyrrolidin-1-yl-pyridin-3-yl}-3,3-dimethyl-butyramide